ClC1=C2C(=NC=C1C=1N=C(SC1)N1C(CN(CC1)C(=O)OC(C)(C)C)=O)NC=C2I tert-butyl 4-(4-(4-chloro-3-iodo-1H-pyrrolo[2,3-b]pyridin-5-yl)thiazol-2-yl)-3-oxopiperazine-1-carboxylate